6-bromo-3-methyl-4-((3-methylpyridin-2-yl)(tetrahydro-2H-pyran-4-yl)methyl)-4H-thieno[2',3':4,5]pyrrolo[3,2-b]pyridine BrC=1C=C2C(=NC1)C1=C(N2C(C2CCOCC2)C2=NC=CC=C2C)C(=CS1)C